BrC(C(=O)OCC)C1=C(C(=CC(=C1)C1CC1)F)OC ethyl 2-bromo-2-(5-cyclopropyl-3-fluoro-2-methoxyphenyl)acetate